(2-fluoro-5-(trifluoromethyl)phenyl)boronic acid FC1=C(C=C(C=C1)C(F)(F)F)B(O)O